FC1(CC(C1)C1=NC(=C2N1CCN(C2)C(=O)NC)I)F 3-(3,3-difluorocyclobutyl)-1-iodo-N-methyl-5,6-dihydroimidazo[1,5-a]pyrazine-7(8H)-carboxamide